5-[2-cyclopropyl-6-(trifluoromethyl)pyridin-4-yl]-N7-{[1-(methoxymethyl)cyclopentyl]methyl}-N7-methyl-1H-imidazo[4,5-b]pyridine-2,7-diamine C1(CC1)C1=NC(=CC(=C1)C1=CC(=C2C(=N1)N=C(N2)N)N(C)CC2(CCCC2)COC)C(F)(F)F